(R)-4-((1-(3-(Difluoromethyl)-2-fluorophenyl)ethyl)amino)-2,6-dimethyl-6H-[1,4]oxazine FC(C=1C(=C(C=CC1)C(C)NN1C=C(O[C@@H](C1)C)C)F)F